(2S)-2-cyclopropyl-1-{3-[(1R)-1-{[6-(dimethylphosphoryl)-2-methylpyrido[3,4-d]pyrimidin-4-yl]amino}ethyl]-2-fluorophenyl}-1,1-difluoropropan-2-ol C1(CC1)[C@](C(F)(F)C1=C(C(=CC=C1)[C@@H](C)NC=1C2=C(N=C(N1)C)C=NC(=C2)P(=O)(C)C)F)(C)O